COCCN1C(=NC=2C1=NC(=CC2)C=2C=CN1N=C(N=CC12)N[C@@H]1CC[C@H](CC1)NC)C trans-N1-(5-(3-(2-methoxyethyl)-2-methyl-3H-imidazo[4,5-b]pyridin-5-yl)pyrrolo[2,1-f][1,2,4]triazin-2-yl)-N4-methylcyclohexane-1,4-diamine